C(CSCCCCSCCO)O 3,8-dithia-1,10-decanediol